ClC=1C=C(C=CC1F)[C@@H]1[C@H](C1)C(=O)NC1=NC=NC(=C1)Cl |r| rac-(1S*,2S*)-2-(3-chloro-4-fluorophenyl)-N-(6-chloropyrimidin-4-yl)cyclopropane-1-carboxamide